2,2'-azobis[2-(5-methyl-2-imidazolin-2-yl)propane] N(=NC(C)(C)C=1NC(CN1)C)C(C)(C)C=1NC(CN1)C